BrC=1C=CC=2C(=NOC2C(=O)OCC)C1 ethyl 6-bromobenzo[c]isoxazole-3-carboxylate